(2S)-N-{[4-(3,4-dichlorobenzyl)morpholin-2-yl]methyl}[4-(pyridin-4-yl)thiazol-2-ylsulfanyl]acetamide ClC=1C=C(CN2C[C@@H](OCC2)CNC(CSC=2SC=C(N2)C2=CC=NC=C2)=O)C=CC1Cl